C(C)(C)(C)OC(=O)N[C@H]1C=C(CC1=C(F)F)C(=O)O (S)-3-((tert-butoxycarbonyl)amino)-4-(difluoromethylene)cyclopent-1-ene-1-carboxylic acid